NC1(CCCC2=CC(=CC=C12)C1=CC=NN1CC)C(=O)O 1-amino-6-(1-ethyl-1H-pyrazol-5-yl)-1,2,3,4-tetrahydronaphthalene-1-carboxylic acid